dipotassium benzenedisulfonate 3-(acetylthio)naphthalen-1-yl-acetate C(C)(=O)SC=1C=C(C2=CC=CC=C2C1)CC(=O)[O-].C=1(C(=CC=CC1)S(=O)(=O)O)S(=O)(=O)[O-].[K+].[K+]